FC=1C=C(C=C(C1)F)[C@@H]1CCC2=NN(C(N21)=O)[C@@H]2C[C@H](C2)OC2=CC=C(C=C2)CC#N [4-({trans-3-[(5S)-5-(3,5-difluorophenyl)-3-oxo-6,7-dihydro-3H-pyrrolo[2,1-c][1,2,4]triazol-2(5H)-yl]cyclobutyl}oxy)phenyl]acetonitrile